C(C)(C)(C)OC(=O)N1C(=CC2=CC=C(C(=C12)F)C(=C)C)C1=NC2=C(N1C)C(=CC(=C2)C(=O)OC)OC methyl 2-(1-tert-butoxycarbonyl-7-fluoro-6-isopropenyl-indol-2-yl)-7-methoxy-1-methyl-benzimidazole-5-carboxylate